ClC1=CC=C(C(=N1)C(=O)OC)N[C@H](C)C=1C=C(C=C2C(N(C(=NC12)C1COC1)C)=O)C methyl (R)-6-chloro-3-((1-(3,6-dimethyl-2-(oxetan-3-yl)-4-oxo-3,4-dihydroquinazolin-8-yl)ethyl)amino)picolinate